(4S)-2-[5-(4-hydroxyphenyl)-3,6-dioxapiperazin-2-yl]-5,5-dimethyl-thiazolidine-4-carboxylic acid OC1=CC=C(C=C1)C1NOC(NO1)C1SC([C@@H](N1)C(=O)O)(C)C